2-(4-chlorophenyl)-prop-2-yldithiobenzoate ClC1=CC=C(C=C1)C(C)(C)SC(C1=CC=CC=C1)=S